(3S)-N-(2-fluorophenyl)-1-methyl-4-[2-methyl-5-(trifluoromethyl)pyrazol-3-yl]-2-oxo-pyrrolidine-3-carboxamide FC1=C(C=CC=C1)NC(=O)[C@H]1C(N(CC1C=1N(N=C(C1)C(F)(F)F)C)C)=O